1-((5-phenylpyrimidin-2-yl)methyl)-4-(tetrahydrofuran-3-yl)piperazine-2,3-dione C1(=CC=CC=C1)C=1C=NC(=NC1)CN1C(C(N(CC1)C1COCC1)=O)=O